FC(C(=O)O)(F)F.ClC1=C(C=CC=C1)C=1C(=NC(=NC1)NC=1C=NN(C1)C)NC=1C=C(C=CC1F)NC(C=C)=O N-(3-((5-(2-chlorophenyl)-2-((1-methyl-1H-pyrazol-4-yl)amino)pyrimidin-4-yl)amino)-4-fluorophenyl)acrylamide trifluoroacetate